C(C)(=O)NC1=C(C=CC=C1)S(=O)(=O)Cl acetamidobenzenesulfonyl chloride